O=C1NC(CCC1C1=C2C(NC(C2=CC(=C1C1N(CCNC1)CC(=O)O)F)=O)=O)=O 2-(4-(2,6-dioxopiperidin-3-yl)-6-fluoro-1,3-dioxoIsoindol-5-yl)piperazin-1-yl-acetic acid